C(C)(C)(C)OC(=O)N1CCN(CC1)C=1C=NC(=C(C1)OC)[N+](=O)[O-] 4-(5-methoxy-6-nitropyridin-3-yl)piperazine-1-carboxylic acid tert-butyl ester